tetradeca-1,13-dien-4-yl 4-methylbenzenesulfonate CC1=CC=C(C=C1)S(=O)(=O)OC(CC=C)CCCCCCCCC=C